FC1=CC=2N(C=C1)C(=CN2)C2=C1CNC(C1=C(C=C2)NC2=NC=C(C=C2)N2C1(CC1)CCC(C2)O)=O 4-(7-fluoroimidazo[1,2-a]pyridin-3-yl)-7-((5-(6-hydroxy-4-azaspiro[2.5]octan-4-yl)pyridin-2-yl)amino)isoindolin-1-one